N-(2-(5-(tert-Butyl)-2,4-dihydroxybenzoyl)isoindolin-4-yl)acrylamide C(C)(C)(C)C=1C(=CC(=C(C(=O)N2CC3=CC=CC(=C3C2)NC(C=C)=O)C1)O)O